(diphenylamino)(dimethyl)aluminum C1(=CC=CC=C1)N(C1=CC=CC=C1)[Al](C)C